C1(=CC(=C(C=C1)C(=O)[O-])C(=O)[O-])C(=O)OC1CC(NC(C1)(C)C)(C)C 2,2,6,6-tetramethyl-4-piperidyl benzene-1,3,4-tricarboxylate